C[C@@]1(N(C[C@@H](C1)O)C([C@H](C(C)(C)C)N)=O)C(=O)O.C(=O)(O)CNCCCC[C@H](N)C(=O)O Nε-(carboxylmethyl)lysine methyl-(2S,4R)-1-[(2S)-2-amino-3,3-dimethyl-butanoyl]-4-hydroxy-pyrrolidine-2-carboxylate